methyl 1-methyl-6-oxo-piperazine-2-carboxylate CN1C(CNCC1=O)C(=O)OC